I-Butanol CC(C)CO